3-(3-Aminopropoxy)-N-(4-hydroxy-3-(methylsulfonylamino)phenyl)-4'-(trifluoromethyl)-[1,1'-biphenyl]-4-carboxamide hydrochloride Cl.NCCCOC=1C=C(C=CC1C(=O)NC1=CC(=C(C=C1)O)NS(=O)(=O)C)C1=CC=C(C=C1)C(F)(F)F